diethylaminodiethyl-silane C(C)N(CC)[SiH](CC)CC